C1(=CC=CC=C1)C1CC(CCCCC1)=O phenylcyclooctan-3-one